N-(amino(4-(2-hydroxypropan-2-yl)thiophen-2-yl)(oxo)-λ6-sulfaneylidene)-2-(6-ethyl-4-isopropyl-1,3-dihydroisobenzofuran-5-yl)acetamide NS(=NC(CC=1C(=C2COCC2=CC1CC)C(C)C)=O)(=O)C=1SC=C(C1)C(C)(C)O